butyl (4-((4-(3-(2,4-dioxotetrahydropyrimidin-1(2H)-yl)-4-methoxybenzoyl)piperazin-1-yl)methyl)piperidin-1-yl)carbamate O=C1N(CCC(N1)=O)C=1C=C(C(=O)N2CCN(CC2)CC2CCN(CC2)NC(OCCCC)=O)C=CC1OC